FC1=C(C=CC=C1)C12CC(C1)(C2)C(=O)O 3-(2-fluorophenyl)bicyclo[1.1.1]pentane-1-carboxylic acid